5-(3-(ethylsulfonyl)-5-(3-(trifluoromethyl)-1H-1,2,4-triazol-1-yl)pyridin-2-yl)-2-(trifluoromethyl)-[1,2,4]triazolo[1,5-a]pyrimidine C(C)S(=O)(=O)C=1C(=NC=C(C1)N1N=C(N=C1)C(F)(F)F)C1=NC=2N(C=C1)N=C(N2)C(F)(F)F